(S)-2-(oxazol-2-yl)-7-(4-(2-(oxetan-3-yloxy)phenyl)piperidin-1-yl)-5-oxa-2-azaspiro[3.4]octane O1C(=NC=C1)N1CC2(C1)OC[C@H](C2)N2CCC(CC2)C2=C(C=CC=C2)OC2COC2